C(#N)C=1C=C(C(=NC1)OC(F)F)S(=O)(=O)NC=1C(=C(C(=CC1)F)C1=CC=C2C(=NNC2=C1F)C(=O)NC)F 6-[3-[5-Cyano-2-(difluoromethoxy)pyridine-3-sulfonamido]-2,6-difluorophenyl]-7-fluoro-N-methyl-1H-indazole-3-carboxamide